C(C)(C)(C)OC(=O)N1CCN(CC1)C1=NC=NC2=CC(=C(C=C12)Cl)C1=NC(=CC2=CC=CC=C12)NC(CO)=O 4-[6-chloro-7-[3-(2-hydroxyacetamido)isoquinolin-1-yl]Quinazolin-4-yl]Piperazine-1-carboxylic acid tert-butyl ester